3,5-diiodo-2-pentanone IC(C(C)=O)CCI